ClC=1C(=C2C(=NC1OCC1CC1)C=1CN(CCC1N2)C(CO)=O)Cl 1-[3,4-dichloro-2-(cyclopropylmethoxy)-5,6,7,9-tetrahydro-8H-pyrrolo[3,2-b:4,5-c']dipyridin-8-yl]-2-hydroxyethan-1-one